tert-Butyl (S)-(1-(6-amino-6'-(dimethylamino)-[3,3'-bipyridin]-4-yl)piperidin-3-yl)carbamate NC1=CC(=C(C=N1)C=1C=NC(=CC1)N(C)C)N1C[C@H](CCC1)NC(OC(C)(C)C)=O